6-methyl-N-(3-(morpholinomethyl)-5-(trifluoromethyl)phenyl)-7-(phthalazin-6-ylethynyl)benzo[d]isoxazol-3-amine CC1=C(C2=C(C(=NO2)NC2=CC(=CC(=C2)C(F)(F)F)CN2CCOCC2)C=C1)C#CC=1C=C2C=NN=CC2=CC1